3-Amino-4-(7-fluoro-1H-indazol-4-yl)-8-methyl-7-methylsulfonyl-1H-1,5-naphthyridin-2-one NC=1C(NC2=C(C(=CN=C2C1C1=C2C=NNC2=C(C=C1)F)S(=O)(=O)C)C)=O